BrC1=CC=C(C=C1)[C@@H](CCO)NC(OC(C)(C)C)=O (R)-tert-butyl (1-(4-bromophenyl)-3-hydroxypropyl)carbamate